trans-3-((2-Cyclopropylethyl)amino)-5-(4-hydroxy-4-methylcyclohexyl)-8-((4-methylpiperazin-1-yl)methyl)pyrimido[4,5-c]isoquinolin-6(5H)-one C1(CC1)CCNC=1N=CC2=C(N(C(C=3C=C(C=CC23)CN2CCN(CC2)C)=O)C2CCC(CC2)(C)O)N1